2,2-dimethyl-3-di(methoxyethyl)amino-propanal CC(C=O)(CN(CCOC)CCOC)C